2-[3-(methylcarbamoyl)-7-(trifluoromethyl)thieno[3,2-b]pyridin-5-yl]-2,6-diazaspiro[3.3]heptane-6-carboxylic acid tert-butyl ester C(C)(C)(C)OC(=O)N1CC2(CN(C2)C2=CC(=C3C(=N2)C(=CS3)C(NC)=O)C(F)(F)F)C1